4-(4-bromo-2-fluoro-phenylsulfanyl)-butyric acid ethyl ester C(C)OC(CCCSC1=C(C=C(C=C1)Br)F)=O